[N-](S(=O)(=O)C(F)(F)F)S(=O)(=O)C(F)(F)F.C(C)[N+](CCCCCCCCCCCCCCCCCC)(CCO)CCO ethyl-bis(2-hydroxyethyl)-octadecyl-ammonium bis(trifluoromethanesulfonyl)imide salt